C(C)(=O)NC(C)=O bis(acetyl)ammonia